2-(4-fluorophenyl)-5-hydroxynaphthalene-1,4-dione FC1=CC=C(C=C1)C=1C(C2=CC=CC(=C2C(C1)=O)O)=O